ClC1=C(C=CC2=C1C(=NCC(=N2)N)C2=C(C=CC(=C2)OC)F)Cl 6,7-dichloro-5-(2-fluoro-5-methoxy-phenyl)-3H-1,4-benzodiazepin-2-amine